tert-butyl ((1R,5R,8R)-2-azabicyclo[3.2.1]octan-8-yl)carbamate [C@@H]12NCC[C@@H](CC1)[C@H]2NC(OC(C)(C)C)=O